N=1N=C(C=2C1NC(=NC2)N)N pyrazolo[3,4-d]pyrimidine-3,6-diamine